BrC1=NN2C(N=CC=C2C(=O)OCC)=C1 ethyl 2-bromopyrazolo[1,5-a]pyrimidine-7-carboxylate